2,2,2-trichloroethyl (3-(5-bromo-2H-pyrazolo[3,4-b]pyridin-2-yl)-4-fluorophenyl)carbamate BrC1=CC=2C(N=C1)=NN(C2)C=2C=C(C=CC2F)NC(OCC(Cl)(Cl)Cl)=O